1,1-dioxo-2,6-bis(4-trifluoromethylphenyl)-4-(dicyanomethylene)thiopyran O=S1(C(=CC(C=C1C1=CC=C(C=C1)C(F)(F)F)=C(C#N)C#N)C1=CC=C(C=C1)C(F)(F)F)=O